[Ag].C(C)(=O)O.C(C)(=O)O.C(C)(=O)O triacetic acid silver